naphthyridine-8-carboxylic acid C1C=CC2=C(N1C(=O)O)N=CC=C2